C1(=CC=CC=C1)C(C(=O)O)CCCCCCC(=O)O phenylazelaic acid